FC1=CC(=C(OC2=C(C(=O)NC=3CC(C=CC3)=S(=O)=O)C(=CC(=C2)C(F)(F)F)C(F)(F)F)C=C1)C 2-(4-fluoro-2-methylphenoxy)-N-(3-sulfonylphenyl)-4,6-bis(trifluoromethyl)benzamide